CN1C2=C(OC[C@@H](C1=O)NC(=O)C1=NN3C(CCC[C@H]3C3=CC=CC=C3)=N1)C=CC=C2 (S)-N-((S)-5-methyl-4-oxo-2,3,4,5-tetrahydrobenzo[b][1,4]oxazepin-3-yl)-5-phenyl-5,6,7,8-tetrahydro-[1,2,4]triazolo[1,5-a]pyridine-2-carboxamide